(R)-7,8-Dichloro-10-(((R)-2-hydroxypropyl)amino)-1,6-dimethyl-3,4,5,6-tetrahydroazepino[4,5-b]indol-2(1H)-one ClC1=C(C=C(C=2C3=C(N(C12)C)CCNC([C@@H]3C)=O)NC[C@@H](C)O)Cl